OC1=C(C=CC=C1)C1=NC(=CC(=N1)NC1=CC=C(C(=O)OCC)C=C1)C ethyl 4-{[2-(2-hydroxyphenyl)-6-methylpyrimidin-4-yl]amino}benzoate